N12C[C@H](C(CC1)CC2)NC(C2=CC=CC=C2)=O N-((S)-quinuclidin-3-yl)benzamide